2,4-dichloro-6-methyl-2,4-dichloro-5-nitropyrimidine ClC1(NC(=C(C(N1)(Cl)Cl)[N+](=O)[O-])C)Cl